[(3aS,4R,6aR)-4-[(6-Bromo-3-pyridazinyl)amino]hexahydrocyclopenta[c]pyrrol-2(1H)-yl][2-(dimethylamino)-1,3-thiazol-5-yl]methanone BrC1=CC=C(N=N1)N[C@@H]1CC[C@H]2CN(C[C@H]21)C(=O)C2=CN=C(S2)N(C)C